CN(CCCNC(=O)C(=O)NC1=C(C(=C(C=C1C)C)C(=O)P(=O)(C1=CC=CC=C1)C1=CC=CC=C1)C)C N-[3-(dimethylamino)propyl]-N'-(3-diphenylphosphorylcarbonyl-2,4,6-trimethylphenyl)oxamide